(9R,13S)-13-[4-(5-chloro-1H-indazol-7-yl)-6-oxo-1,6-dihydropyrimidin-1-yl]-3-(difluoromethyl)-9-methyl-3,4,7,15-tetraazatricyclo[12.3.1.02,6]Octadecan-1(18),2(6),4,14,16-pentaen-8-one ClC=1C=C2C=NNC2=C(C1)C=1N=CN(C(C1)=O)[C@H]1CCC[C@H](C(NC=2C=NN(C2C=2C=CN=C1C2)C(F)F)=O)C